C(N)(=O)C=1C=C(C=NC1)NC(OC1=CC=CC=C1)=O phenyl (5-carbamoylpyridin-3-yl)carbamate